CC1(OC(C(N1C1=CC(=CC=C1)N1CCCC1)=O)C=1C=C(C(=C(C=O)C1)O)F)C 5-(2,2-dimethyl-4-oxo-3-(3-(pyrrolidin-1-yl)phenyl)oxazolidin-5-yl)-3-fluoro-2-hydroxybenzaldehyde